(4-(4-(aminomethyl)-1-oxo-1,2-dihydro-phthalazin-6-yl)-1-methyl-1H-pyrazol-5-yl)-4-chloro-3-fluoro-6-(4-azaspiro[2.4]heptan-4-yl)benzonitrile NCC1=NNC(C2=CC=C(C=C12)C=1C=NN(C1C1=C(C#N)C(=CC(=C1F)Cl)N1C2(CC2)CCC1)C)=O